tris(tricyclohexylphosphine) ruthenium (II) dichloride [Ru](Cl)Cl.C1(CCCCC1)P(C1CCCCC1)C1CCCCC1.C1(CCCCC1)P(C1CCCCC1)C1CCCCC1.C1(CCCCC1)P(C1CCCCC1)C1CCCCC1